FC=1C=C(OCC=2C=C(C3=C(OCCO3)C2)[N+](=O)[O-])C=CC1 7-((3-Fluorophenoxy)methyl)-5-nitro-2,3-dihydrobenzo[b][1,4]-dioxine